[C@H]12CN(C[C@H](CC1)N2)C2=NC(=NC1=C(C(=CC=C21)C2=CC(=CC1=CC=C(C(=C21)C#C)F)O)F)OC[C@H]2N(CCC2)C 4-(4-((1R,5S)-3,8-diazabicyclo[3.2.1]octan-3-yl)-8-fluoro-2-(((S)-1-methylpyrrolidin-2-yl)methoxy)quinazolin-7-yl)-5-ethynyl-6-fluoronaphthalen-2-ol